C1(=CC=CC=C1)C(C)NC=1C2=C(N=CN1)NC(=C2)C(F)(F)F N-(1-phenylethyl)-6-(trifluoromethyl)-7H-pyrrolo[2,3-D]pyrimidin-4-amine